C(C)[Pt](CC)(CC)(CC)(CC)(CC)(CC)CC octaethyl-platinum